4-oxaheptane-1,7-diol C(CCOCCCO)O